4-[(2-{3-[(2-fluoro-4-methanesulfonyl-phenyl)amino]prop-1-yn-1-yl}-1-(2,2,2-trifluoroethyl)-1H-indol-4-yl)amino]-1λ6-thiane-1,1-dione FC1=C(C=CC(=C1)S(=O)(=O)C)NCC#CC=1N(C2=CC=CC(=C2C1)NC1CCS(CC1)(=O)=O)CC(F)(F)F